(R)-5-{4-[4-(3,5-dimethylpyridin-2-yl)-2,2-dimethylpiperazine-1-carbonyl]phenyl}-5-isopropylimidazolidine-2,4-dione CC=1C(=NC=C(C1)C)N1CC(N(CC1)C(=O)C1=CC=C(C=C1)[C@@]1(C(NC(N1)=O)=O)C(C)C)(C)C